4-chloro-3-ethyl-1H-pyrrol ClC=1C(=CNC1)CC